NC1=C(C=C(C=N1)C=1C=C2N(N1)CC[C@]21CN(CC1)C(=O)NC(C)(C)C1=CC(=CC(=C1)F)F)C(F)(F)F |r| (rac)-2'-[6-amino-5-(trifluoromethyl)pyridin-3-yl]-N-[2-(3,5-difluorophenyl)propan-2-yl]-5',6'-dihydrospiro[pyrrolidine-3,4'-pyrrolo[1,2-b]pyrazole]-1-carboxamide